4-(3-(1-methyl-1H-pyrazol-5-yl)piperidin-1-yl)-6,7-dihydro-5H-cyclopenta[d]pyrimidin-2-amine CN1N=CC=C1C1CN(CCC1)C=1C2=C(N=C(N1)N)CCC2